COC(C1=C(C=C(C(=C1)F)C(F)(F)F)N)=O amino-5-fluoro-4-(trifluoromethyl)-benzoic acid methyl ester